2-(3-(allyloxy)but-1-en-2-yl)-4,4,5,5-tetramethyl-1,3,2-dioxaborolane C(C=C)OC(C(=C)B1OC(C(O1)(C)C)(C)C)C